BrC=1C(=CC(=C(C(=O)O)C1)F)C(F)(F)F 5-bromo-2-fluoro-4-(trifluoromethyl)benzoic acid